1-[3-[[2-[2-Methoxy-4-(methoxymethyl)anilino]-5-(trifluoromethyl)pyrimidin-4-yl]amino]propyl]piperidin-2-one COC1=C(NC2=NC=C(C(=N2)NCCCN2C(CCCC2)=O)C(F)(F)F)C=CC(=C1)COC